[(8S,11R,13S,14S,17R)-17-acetyl-11-[4-[4-hydroxybutyl(methyl)amino]phenyl]-13-methyl-3-oxo-1,2,6,7,8,11,12,14,15,16-decahydrocyclopenta[a]phenanthren-17-yl] acetate C(C)(=O)O[C@@]1(CC[C@H]2[C@@H]3CCC4=CC(CCC4=C3[C@H](C[C@]12C)C1=CC=C(C=C1)N(C)CCCCO)=O)C(C)=O